tert-butyl 2-(4-methyl-5-phenyl-1H-imidazol-2-yl)piperidine-1-carboxylate CC=1N=C(NC1C1=CC=CC=C1)C1N(CCCC1)C(=O)OC(C)(C)C